ClC=1C=C(C=CC1Cl)C1(CCCCCC1)CN (1-(3,4-dichlorophenyl)cycloheptyl)methanamine